ClC1=CC=C(C=C1)C1N(C(CC2=CC(=C(C=C12)OC(C)C)OC)=O)C1=CC=C(C=C1)N(CC1CCC(CC1)N1CC(N(CC1)C)=O)C 1-(4-chlorophenyl)-6-methoxy-2-[4-[methyl-[[4-(4-methyl-3-oxopiperazin-1-yl)cyclohexyl]methyl]amino]phenyl]-7-propan-2-yloxy-1,4-dihydroisoquinolin-3-one